bis(4-styrylphenyl)aniline C(=CC1=CC=CC=C1)C1=CC=C(C=C1)N(C1=CC=CC=C1)C1=CC=C(C=C1)C=CC1=CC=CC=C1